5-chloromethyleneuracil ClC=C1C(NC(N=C1)=O)=O